(S)-7-((6-(2-(dimethyl-amino)ethyl)-5-(tetrahydrofuran-3-yl)pyridin-2-yl)amino)-4-(1-methyl-1H-pyrrolo[2,3-b]pyridin-4-yl)-2,3-dihydro-1H-pyrrolo[3,4-c]pyridin-1-one CN(CCC1=C(C=CC(=N1)NC=1C2=C(C(=NC1)C1=C3C(=NC=C1)N(C=C3)C)CNC2=O)[C@H]2COCC2)C